Boc-3-amino-5-(Fmoc-amino)-benzoic acid CC(C)(C)OC(=O)NC1=CC(=CC(=C1)NC(=O)OCC2C3=CC=CC=C3C4=CC=CC=C24)C(=O)O